C(C)(C)OC1=CC=C2C=C(C(OC2=C1)=O)C(=O)O 7-Isopropoxy-2-oxo-2H-Chromene-3-carboxylic acid